2-[3-Cyclopropyl-5-(trifluoromethyl)pyrazol-1-yl]-1-[(2S,3S)-3-[3,8-diazabicyclo[3.2.1]octan-8-yl]-2-[2-methyl-3-(trideuteriomethoxy)phenyl]pyrrolidin-1-yl]ethanone hydrochloride Cl.C1(CC1)C1=NN(C(=C1)C(F)(F)F)CC(=O)N1[C@H]([C@H](CC1)N1C2CNCC1CC2)C2=C(C(=CC=C2)OC([2H])([2H])[2H])C